6-Methoxy-N-(2-fluorophenyl)-2-(trifluoromethyl)-1H-imidazo[4,5-b]pyrazin-5-amin COC1=C(N=C2C(=N1)NC(=N2)C(F)(F)F)NC2=C(C=CC=C2)F